triisopropyl tristearate C(CCCCCCCCCCCCCCCCC)(=O)OC(C)C.C(CCCCCCCCCCCCCCCCC)(=O)OC(C)C.C(CCCCCCCCCCCCCCCCC)(=O)OC(C)C